C(#N)C1CC2(C1)C[C@H](N(CC2)CC2=C1C=CNC1=C(C=C2OC)C)C2=CC=C(C(=O)NCC1=NC=CC=N1)C=C2 4-((2R,4s,6S)-2-cyano-7-((5-methoxy-7-methyl-1H-indol-4-yl)methyl)-7-azaspiro[3.5]nonan-6-yl)-N-(pyrimidin-2-ylmethyl)benzamide